C(C1=CC=CC=C1)(=O)C=1C=C2C=CNC2=CC1 5-benzoylindole